ClC=1C=C(C=CC1F)NC1=NC=2N(C=C1)N=CC2NC(=O)NC2=NC(N(C=C2F)C2OC(C(C2O)O)C)=O 1-(5-((3-chloro-4-fluorophenyl)amino)pyrazolo[1,5-a]pyrimidine-3-yl)-3-(1-(3,4-dihydroxy-5-methyltetrahydrofuran-2-yl)-5-fluoro-2-oxo-1,2-dihydropyrimidin-4-yl)urea